6-mercaptoinosine-5'-monophosphate P(=O)(O)(O)OC[C@@H]1[C@H]([C@H]([C@@H](O1)N1CN=C2C(O)(N=CN=C12)S)O)O